[Na+].[Na+].OC(C(=O)[O-])S(=O)(=O)[O-].[Na+].[Na+].OC(C(=O)[O-])S(=O)(=O)[O-] disodium 2-hydroxy-2-sulfoacetic acid, disodium salt